N-[2-(1-Methyl-1H-imidazol-2-yl)-[1,3]thiazolo[5,4-c]pyridin-6-yl]-6-[(1S,4S)-5-methyl-2,5-diazabicyclo[2.2.1]heptan-2-yl]pyridin-2-amine CN1C(=NC=C1)C=1SC=2C=NC(=CC2N1)NC1=NC(=CC=C1)N1[C@@H]2CN([C@H](C1)C2)C